C[C@@H]1N(CCC(C1)NC)C(=O)OC(C)(C)C t-butyl (2S)-2-methyl-4-(methylamino)piperidine-1-carboxylate